1,3,5-tris[4-(3-methylphenyl-amino)phenyl]benzene CC=1C=C(C=CC1)NC1=CC=C(C=C1)C1=CC(=CC(=C1)C1=CC=C(C=C1)NC1=CC(=CC=C1)C)C1=CC=C(C=C1)NC1=CC(=CC=C1)C